CCCCCC[C@@H](C)C1=C(C(=O)[C@H]2[C@H]([C@]1(C)C(=O)/C=C\\O)[C@H](C[C@H]([C@H]2O)C)O)O The molecule is a carbobicyclic compound that is 4a,5,6,7,8,8a-hexahydronaphthalen-1(4H)-one substituted by hydroxy groups at positions 2, 5 and 8, a (2Z)-3-hydroxyprop-2-enoyl group at position 4, methyl groups at positions 4 and 7 and a 2R-octan-2-yl group at position 3 (the 4S,4aR,5S,7R,8R,8aS stereoisomer). It is isolated from the fermentation extracts of Sporormiella australis and exhibits antifungal activity by interfering with the fungal lipid metabolism. It has a role as a metabolite, an EC 2.3.1.24 (sphingosine N-acyltransferase) inhibitor, a HIV-1 integrase inhibitor and an antifungal agent. It is an enol, an enone, a secondary alcohol and a carbobicyclic compound.